COC(C1=CC=C2C3(CC(NC2=N1)C3)NCCN(C(OC(C)(C)C)=O)C)OC tert-butyl N-(2-((7-(dimethoxymethyl)-1,2,3,4-tetrahydro-2,4-methylene-1,8-naphthyridin-4-yl) amino) ethyl)-N-methylcarbamate